C1(=CC=CC=C1)C=1C=2N(C=3C=CC=CC3N1)C1=CC=CC=C1C2 6-phenylindolo[1,2-a]quinoxaline